(2-chloro-5-((5-(3-chloro-4-fluorophenyl)-5-(trifluoromethyl)-4,5-dihydroisoxazol-3-yl)amino)benzyl)cyclopropanecarboxamide ClC1=C(CC2(CC2)C(=O)N)C=C(C=C1)NC1=NOC(C1)(C(F)(F)F)C1=CC(=C(C=C1)F)Cl